BrC=1C(=CC(=NC1)C1=CC=C2N1N=CC(=C2)C#N)NC 7-(5-bromo-4-(methylamino)pyridin-2-yl)pyrrolo[1,2-b]pyridazine-3-carbonitrile